5-(1-ethyl-3-(trifluoromethyl)-1H-pyrazol-4-yl)-2-(6-methoxychroman-4-yl)-1-oxo-1,2,3,4-tetrahydroisoquinoline-7-carboxylate C(C)N1N=C(C(=C1)C1=C2CCN(C(C2=CC(=C1)C(=O)[O-])=O)C1CCOC2=CC=C(C=C12)OC)C(F)(F)F